O(C)C1(CC(CC(C1)C)(C)C)OOC(C)(C)CC 1-methoxylt-amylperoxy-3,3,5-trimethylcyclohexane